C(CC)SC(=S)SSC(=S)SCCC bis(propylsulfanylthiocarbonyl) disulfide